C(C=CC)OCC=CC mono(2-butenyl) ether